4-(4,5-dioxaborolan-2-yl)pyrazole B1C(COO1)C=1C=NNC1